ClC1=CC(=CC=C1[N+](=O)[O-])F 2-chloro-6-fluoro-3-nitrobenzene